FC(C=1C(NC=2C=C(C=NC2C1C)C(=O)OC)=O)F methyl 7-(difluoromethyl)-8-methyl-6-oxo-5H-1,5-naphthyridine-3-carboxylate